CC1=CC=C(C2=C1C(=CCCC2)C2=CC=C(C=C2)O[C@@H]2CN(CC2)CCCF)F Methyl-4-fluoro-9-(4-{[(3S)-1-(3-fluoropropyl)pyrrolidin-3-yl]oxy}phenyl)-6,7-dihydro-5H-benzo[7]annulene